C1(=CC=CC=C1)C(C)S α-phenylethyl mercaptan